ClC=1C=C2C(N(C=NC2=C(C1)C=1C(=NN(C1)C)C(F)(F)F)CC1=CC(=CC(=C1)OC)OC)=O 6-chloro-3-(3,5-dimethoxybenzyl)-8-(1-methyl-3-(trifluoromethyl)-1H-pyrazol-4-yl)quinazolin-4(3H)-one